4-[(3R)-3-amino-1-piperidinyl]-5-chloro-2-(2-fluoro-4-pyridinyl)-1H-pyrimidin-6-one N[C@H]1CN(CCC1)C=1N=C(NC(C1Cl)=O)C1=CC(=NC=C1)F